2-(4-nitrophenyl)-2-azaspiro[3.4]octane [N+](=O)([O-])C1=CC=C(C=C1)N1CC2(C1)CCCC2